tert-Butyl 6-cyclopentyl-6-hydroxy-2-azaspiro[3.4]octane-2-carboxylate C1(CCCC1)C1(CC2(CN(C2)C(=O)OC(C)(C)C)CC1)O